C1CCN2CCCC12 1,2,3,5,6,7-hexahydropyrrolizin